1-(4-chlorophenyl)-3-(6-phenylpyridin-2-yl)urea ClC1=CC=C(C=C1)NC(=O)NC1=NC(=CC=C1)C1=CC=CC=C1